3-((3-(8-(((3R,4S)-4-fluoropyrrolidin-3-yl)amino)-3-((trifluoromethyl)thio)imidazo[1,2-a]pyridin-2-yl)prop-2-yn-1-yl)amino)-4-methoxy-N-methylbenzamide F[C@@H]1[C@@H](CNC1)NC=1C=2N(C=CC1)C(=C(N2)C#CCNC=2C=C(C(=O)NC)C=CC2OC)SC(F)(F)F